2-[2-fluoro-4-methyl-5-(piperidine-1-carbonyl)phenyl]-4-[[5-(4-hydroxy-1-piperidyl)-2-pyridyl]amino]-6H-1,6-naphthyridin-5-one FC1=C(C=C(C(=C1)C)C(=O)N1CCCCC1)C1=NC=2C=CNC(C2C(=C1)NC1=NC=C(C=C1)N1CCC(CC1)O)=O